bis(hydroxymethyl)propane OCC(C)(C)CO